2-[(8-{2-oxa-6-azaspiro[3.3]heptan-6-yl}-4-oxopyrido[3,4-d]pyridazin-3-yl)methyl]imidazo[1,2-a]pyridine-6-carbaldehyde C1OCC12CN(C2)C2=CN=CC=1C(N(N=CC12)CC=1N=C2N(C=C(C=C2)C=O)C1)=O